O1C=CC2=C1C=CC(=C2)N2CCNCC2 1-(benzofuran-5-yl)piperazine